[1-(2-hydroxyethyl)2-imidazoline-2-yl]propane OCCN1C(=NCC1)CCC